S1C(=NC2=C1C=CC=C2)NC(=O)C=2C=CC=C1CCN(CC21)C2=CC=C(C(=N2)C(=O)O)C2=CC(=CC=C2)OC2=CC=C(C=C2)[N+](=O)[O-] 6-[8-(1,3-benzothiazol-2-ylcarbamoyl)-3,4-dihydroisoquinolin-2(1H)-yl]-3-[3-(4-nitrophenoxy)phenyl]pyridine-2-carboxylic acid